1-(4-{4-[4-(6-Aminopyridazin-3-yl)piperidine-1-carbonyl]phenoxy}phenyl)ethan-1-one NC1=CC=C(N=N1)C1CCN(CC1)C(=O)C1=CC=C(OC2=CC=C(C=C2)C(C)=O)C=C1